O[C@@H](CONC(=O)C=1C=C(C=2N(C1NC1=C(C=C(C=C1)I)F)C=NC2)F)CO 8-Fluoro-5-(2-fluoro-4-iodo-phenylamino)-imidazo[1,5-a]pyridine-6-carboxylic acid ((R)-2,3-dihydroxy-propoxy)-amide